ClC=1C=CC(=C(C(=O)O)C1)NC1=C(C=NC2=CC=C(C=C12)Cl)N1CCC(CC1)Cl 5-chloro-2-[[6-chloro-3-(4-chloro-1-piperidyl)-4-quinolyl]amino]benzoic acid